(1-(cyclohexylmethyl)-1H-benzo[d]imidazol-2-yl)methanol C1(CCCCC1)CN1C(=NC2=C1C=CC=C2)CO